1-(5-((2,5-difluorophenyl)ethynyl)-2,3-dihydro-1H-inden-1-yl)azetidine-3-carboxylic acid FC1=C(C=C(C=C1)F)C#CC=1C=C2CCC(C2=CC1)N1CC(C1)C(=O)O